2,2,2-trifluoroacetamide hexafluorophosphate F[P-](F)(F)(F)(F)F.FC(C(=O)N)(F)F